FC(C1=CC=C(C=C1)[C@H](C)NC(CN1N=C(C2=C(C1=O)C(=NN2C)C)C)=O)(F)F (S)-N-(1-(4-(Trifluoromethyl)phenyl)ethyl)-2-(1,3,7-trimethyl-4-oxo-1,4-dihydro-5H-pyrazolo-[3,4-d]pyridazin-5-yl)acetamid